N-((6-ethoxy-5-fluoropyridin-3-yl)methyl)-2-fluoro-5-(3-(hydroxymethyl)pyridin-2-yl)benzamide C(C)OC1=C(C=C(C=N1)CNC(C1=C(C=CC(=C1)C1=NC=CC=C1CO)F)=O)F